C(C1=CC=CC=C1)OC[C@H]1OCC(CCN(C1)C(=O)OC(C)(C)C)(C)O tert-butyl (2S)-2-[(benzyloxy)methyl]-7-hydroxy-7-methyl-1,4-oxazocane-4-carboxylate